benzo[d][1,2]Selenazole-3(2H)-one [Se]1NC(C2=C1C=CC=C2)=O